(S)-1-(9-methyl-6-((1-(3,4,5-trimethoxyphenyl)-1H-imidazol-4-yl)amino)-9H-purin-2-yl)pyrrolidine-2-carboxamide CN1C2=NC(=NC(=C2N=C1)NC=1N=CN(C1)C1=CC(=C(C(=C1)OC)OC)OC)N1[C@@H](CCC1)C(=O)N